2-(2-(dimethylamino)ethyl)-N2-Methyl-6-(2,2,2-trifluoroethoxy)pyridine-2,3,5-triamine CN(CCC1(NC(=C(C=C1N)N)OCC(F)(F)F)NC)C